methyl 5-((4-(4-amino-7-(1-isobutyrylpiperidin-4-yl) pyrrolo[2,1-f][1,2,4]triazin-5-yl) phenyl) carbamoyl)-1-(4-fluorophenyl)-3-methyl-6-oxo-1,6-dihydropyridine-2-carboxylate NC1=NC=NN2C1=C(C=C2C2CCN(CC2)C(C(C)C)=O)C2=CC=C(C=C2)NC(=O)C2=CC(=C(N(C2=O)C2=CC=C(C=C2)F)C(=O)OC)C